NCC(C)(C)N1N=CC(=C1)S(=O)(=O)N(CC1=CC=C(C=C1)OC)CC1=CC=C(C=C1)OC 1-(1-amino-2-methylpropan-2-yl)-N,N-bis(4-methoxybenzyl)-1H-pyrazole-4-sulfonamide